C(C#C)C1C=2C(CNC1)=NN(C2O)C2=NC=CC=C2 (prop-2-yn-1-yl)-2-(pyridin-2-yl)-4,5,6,7-tetrahydro-2H-pyrazolo[3,4-c]pyridin-3-ol